(3S)-3-({N-[(4-methoxy-1H-indol-2-yl)carbonyl]-L-leucyl}amino)-2-oxo-4-[(3S)-2-oxopyrrolidin-3-yl]butyl 1,5-dimethyl-1H-imidazole-4-carboxylate, trifluoroacetate salt FC(C(=O)O)(F)F.CN1C=NC(=C1C)C(=O)OCC([C@H](C[C@H]1C(NCC1)=O)NC([C@@H](NC(=O)C=1NC2=CC=CC(=C2C1)OC)CC(C)C)=O)=O